C1(=CC=CC2=CC=CC=C12)OC(=O)CC1C2C=CC(C1)C2 5-(1-naphthyloxycarbonyl-methyl)-bicyclo[2.2.1]Hept-2-ene